5-(tert-butoxy)-5-oxopentylamide C(C)(C)(C)OC(CCCC[NH-])=O